(([(2R,5R)-5-[2,4-dioxo-5-(trifluoromethyl)-3H-pyrimidin-1-yl]-2,5-dihydrofuran-2-yl]oxymethyl(phenoxy) phosphoryl)amino)propanoate O=C1N(C=C(C(N1)=O)C(F)(F)F)[C@H]1C=C[C@H](O1)OCP(=O)(OC1=CC=CC=C1)NC(C(=O)[O-])C